C12(CC3CC(CC(C1)C3)C2)C=2C=C(C(=O)NCCC3=CC=C(C=C3)O)C=CC2OC 3-adamantan-1-yl-N-[2-(4-hydroxyphenyl)-ethyl]-4-methoxy-benzoic acid amide